4,4,5,5-tetramethyl-2-[1,5,6,7-tetramethyl-8-oxabicyclo[3.2.1]octa-2,6-dien-3-yl]-1,3,2-dioxaborolane CC1(OB(OC1(C)C)C1=CC2(C(=C(C(C1)(O2)C)C)C)C)C